(E)-3-[4-(Cyclopropylmethoxy)phenyl]-1-(2,4-dihydroxyphenyl)prop-2-en-1-one C1(CC1)COC1=CC=C(C=C1)/C=C/C(=O)C1=C(C=C(C=C1)O)O